FC1=C(C=CC(=C1)[C@@H]1OCCC1)C=1N=C2SC3=C(N2C1)C=CC(=C3)C(=O)OCC ethyl (R)-2-(2-fluoro-4-(tetrahydrofuran-2-yl)phenyl)benzo[d]imidazo[2,1-b]thiazole-7-carboxylate